N-[(S)-1-(3-chloro-4-methoxyphenyl)ethyl]-8-cyclopropyl-4-(4,7-diaza-7-spiro[2.6]nonyl)-6-methyl-1,7-diaza-3-naphthamide ClC=1C=C(C=CC1OC)[C@H](C)NC(=O)C=1C=NC2=C(N=C(C=C2C1N1CCNC2(CC2)CC1)C)C1CC1